C(C)[NH2+]CC.C(CC)(=O)[O-] propionic acid, diethylammonium salt